(R)-8-bromo-N2-(3-chloro-2-fluorobenzyl)-N4-(3,3-dimethylbutan-2-yl)quinazoline-2,4-diamine BrC=1C=CC=C2C(=NC(=NC12)NCC1=C(C(=CC=C1)Cl)F)N[C@H](C)C(C)(C)C